C(C1=CC=CC=C1)OC([C@H](C(C)C)N(C)C(=O)N1CC(C1)N(C)C)=O (2S)-2-[[3-(dimethylamino)azetidine-1-carbonyl]-methyl-amino]-3-methyl-butanoic acid benzyl ester